C(C)C(C(=O)[O-])(CCCC)CC.[Ce+3].C(C)C(C(=O)[O-])(CCCC)CC.C(C)C(C(=O)[O-])(CCCC)CC cerium diethylhexanoate